C(C(=C)C)(=O)OCCCCOC(C(=C)C)=O 4-butanediyl dimethacrylate